3-bromo-5-[cyclopropyl-fluoro-(4-methyl-4H-1,2,4-triazol-3-yl)methyl]pyridine BrC=1C=NC=C(C1)C(C1=NN=CN1C)(F)C1CC1